NCCCCCCNC=1C=CC(=C(C(=O)NC=2SC(=C(N2)C)C)C1)C 5-((6-aminohexyl)amino)-N-(4,5-dimethylthiazol-2-yl)-2-methylbenzamide